N-(8-amino-6-(5-methyl-1H-pyrazol-4-yl)isoquinolin-3-yl)-2-fluorocyclopropane-1-carboxamide NC=1C=C(C=C2C=C(N=CC12)NC(=O)C1C(C1)F)C=1C=NNC1C